CN(C/C=C/C(=O)N1CC2=C(C3=C(N=CN=C3NC3=CC(=C(C=C3)OC=3C=NC(=CC3)OC)C)S2)CC1)C (E)-4-(Dimethylamino)-1-(4-((4-((6-methoxypyridin-3-yl)oxy)-3-methylphenyl)amino)-5,6-dihydropyrido[4',3':4,5]thieno[2,3-d]pyrimidin-7(8H)-yl)but-2-en-1-one